Tri-mercaptopropionic acid SC(CC(=O)O)(S)S